tetramethyl-1,4-naphthalenediamine CC=1C(=C2C(=C(C(=C(C2=CC1)N)C)C)N)C